The molecule is a member of cyclopropanes and a terminal acetylenic compound. It has a role as a pyrethroid ester insecticide and an agrochemical. It derives from a chrysanthemic acid. CC1=C(C(=O)CC1OC(=O)C2C(C2(C)C)C=C(C)C)CC#C